OCCC(C(=O)O)CCCCCCCCCCCCCC hydroxyethyl-palmitic acid